N-(((1s,4R)-1-hydroxy-4-(methylsulfonyl)cyclohexyl)methyl)-1-(2-methoxy-4-((S*)-3,3,3-trifluoro-2-methylpropyl)phenyl)-1H-imidazole-4-carboxamide OC1(CCC(CC1)S(=O)(=O)C)CNC(=O)C=1N=CN(C1)C1=C(C=C(C=C1)C[C@@H](C(F)(F)F)C)OC |o1:27|